1-(3-(4-(4,5-diaminopentanoyl)piperazin-1-yl)-3-oxopropyl)-3-hydroxypyridin-2(1H)-one NC(CCC(=O)N1CCN(CC1)C(CCN1C(C(=CC=C1)O)=O)=O)CN